C(C(=C)C)(=O)OCCC[Si](CC)(CC)OC methacryloxypropylmethoxydiethylsilane